(trans)-2-[(2,5-dichloropyrimidin-4-yl)amino]cyclohexanecarbonitrile ClC1=NC=C(C(=N1)N[C@H]1[C@@H](CCCC1)C#N)Cl